(1S,2S,6R,8S)-4-(7-chloro-benzofuran-3-ylmethyl)-2,9,9-trimethyl-3,5-dioxa-4-bora-tricyclo[6.1.1.02,6]decane ClC1=CC=CC=2C(=COC21)CB2O[C@]1([C@@H]3C([C@H](C[C@H]1O2)C3)(C)C)C